[OH-].[Tl+3].[OH-].[OH-] Thallium (III) hydroxide